O1CCC(=CC1)C1=CC=CC(=N1)CC(=O)OCC ethyl 2-(6-(3,6-dihydro-2H-pyran-4-yl)pyridin-2-yl)acetate